BrC1=C(C=CC=C1)C(\C=C\N(C)C)=O (E)-1-(2-bromophenyl)-3-(dimethylamino)prop-2-en-1-one